1-ethyl-3-(3-((4-(2-fluoro-6-(1H-imidazol-2-yl)pyridin-3-yl)piperidin-1-yl)methyl)isoxazol-5-yl)urea C(C)NC(=O)NC1=CC(=NO1)CN1CCC(CC1)C=1C(=NC(=CC1)C=1NC=CN1)F